N[C@H]1CN(CC[C@@H]2N(C1=O)[C@@H](CC2)C(=O)N(C)CCCCOC2=CC=C(C=C2)C2C(NC(CC2)=O)=O)C(=O)C2=NOC1=C2C=C(C=C1)C (5S,8S,10aR)-5-amino-N-(4-(4-(2,6-dioxopiperidin-3-yl)phenoxy)butyl)-N-methyl-3-(5-methylbenzo[d]isoxazole-3-carbonyl)-6-oxodecahydropyrrolo[1,2-a][1,5]diazocine-8-carboxamide